ethyl 2-(5-methoxy-4-oxothiochroman-3-yl)-2-oxoacetate COC1=C2C(C(CSC2=CC=C1)C(C(=O)OCC)=O)=O